pyridoxine Tripalmitate C(CCCCCCCCCCCCCCC)(=O)OC=1C(=NC=C(C1COC(CCCCCCCCCCCCCCC)=O)COC(CCCCCCCCCCCCCCC)=O)C